ClC1=NC(=CC(=C1)C=1C(=NN2C1N=C(C=C2)NC(=O)NCCNC(OC(C)(C)C)=O)C2=CC(=CC=C2)C#N)C tert-Butyl N-[2-[[3-(2-chloro-6-methyl-4-pyridyl)-2-(3-cyanophenyl)pyrazolo[1,5-a]pyrimidin-5-yl]carbamoylamino]ethyl]carbamate